ClC1=CC2=C(C(=C(N(S2(=O)=O)C)C(=O)NC2=NC=CC=C2)O)S1 6-chloro-4-hydroxy-2-methyl-N-2-pyridyl-2H-thieno[2,3-e]-1,2-thiazine-3-formamide-1,1-dioxide